N1=C2C(=NC=C1)N=CC=C2C=O PYRIDO[2,3-B]PYRAZINE-8-CARBALDEHYDE